(1R,3S,4S)-3-((tert-butoxycarbonyl)amino)-4-fluorocyclohexane-1-carboxylic acid ethyl ester C(C)OC(=O)[C@H]1C[C@@H]([C@H](CC1)F)NC(=O)OC(C)(C)C